(3R)-3-({2-[3-(trifluoromethyl)-1H-pyrazol-4-yl][1,2,4]triazolo[1,5-c]quinazolin-5-yl}amino)azepan-2-one FC(C1=NNC=C1C1=NN2C(=NC=3C=CC=CC3C2=N1)N[C@H]1C(NCCCC1)=O)(F)F